C(C)N1CC(CC(C1)(F)F)C1=NN=C(O1)C1=CC2=C(C(CC(C(N2CC2=CC=C(C=C2)OC(F)(F)F)=O)NC(OC(C)(C)C)=O)(F)F)C=C1F tert-butyl N-[8-[5-(1-ethyl-5,5-difluoro-3-piperidyl)-1,3,4-oxadiazol-2-yl]-5,5,7-trifluoro-2-oxo-1-[[4-(trifluoromethoxy)phenyl]methyl]-3,4-dihydro-1-benzazepin-3-yl]carbamate